F[P-](F)(F)(F)(F)F.CN(C)C(=[N+](C)C)N1N=NC2=NC=CC=C21 N-[(dimethylamino)-1H-1,2,3-triazolo[4,5-b]pyridin-1-yl-methylene]-N-methylmethan-aminium hexafluorophosphate